[Si](C)(C)(C)OC(C(=C)C)=O TMS-methacrylate